1-(3-phenylpropyl)-piperidin-4-one C1(=CC=CC=C1)CCCN1CCC(CC1)=O